N-(3-(piperidin-1-yl)propyl)benzo[d]imidazo[2,1-b]thiazole-7-carboxamide N1(CCCCC1)CCCNC(=O)C1=CC2=C(N3C(S2)=NC=C3)C=C1